6-(2,4-dichloro-phenyl)-5-{4-[1-(3-fluoro-propyl)-pyrrolidin-3-yloxy]Methyl-phenyl}-8,9-dihydro-7H-benzocycloheptene-2-carboxylate ClC1=C(C=CC(=C1)Cl)C1=C(C2=C(CCC1)C=C(C=C2)C(=O)[O-])C2=CC=C(C=C2)COC2CN(CC2)CCCF